6-sec-butyl-quinoline C(C)(CC)C=1C=C2C=CC=NC2=CC1